2-Methyl-2-butenoic acid ((2S,3R,4R)-4-(4-butylbenzyl)-2-(3,4-dimethoxyphenyl)-tetrahydrofuran-3-yl)methyl ester C(CCC)C1=CC=C(C[C@@H]2[C@@H]([C@H](OC2)C2=CC(=C(C=C2)OC)OC)COC(C(=CC)C)=O)C=C1